C1=C(C=CC2=CC=CC=C12)OCC(COC1=CC2=CC=CC=C2C=C1)=O 1,3-bis(naphthalen-2-yloxy)propan-2-one